(1-methylethyl)-{cumene} CC(C)C1=C(C=CC=C1)C(C)C